Tert-butyl N-[(1R)-1-(1,3-benzothiazol-2-yl)-3-carbamoylpropyl]carbamate S1C(=NC2=C1C=CC=C2)[C@@H](CCC(N)=O)NC(OC(C)(C)C)=O